C1(=CC=C(C=C1)C(=O)C1=CC=CC=C1)C1=CC=CC=C1 [1,1'-biphenyl]-4-yl-phenyl-methanone